N,N-dipropyl-4-((trifluoromethyl)thio)aniline C(CC)N(C1=CC=C(C=C1)SC(F)(F)F)CCC